tert-butyl 3-(4-hydroxybut-2-ynoxy)propanoate OCC#CCOCCC(=O)OC(C)(C)C